FC1=CC=C(CNC(COC2=CC=3N(C4=CC=CC=C4C3C=C2)C)=O)C=C1 N-(4-fluorobenzyl)-2-((9-methyl-9H-carbazol-2-yl)oxy)acetamide